CSC1=CC(=C(C=N1)C(=O)O)NC1=CC=CC=C1 6-(methylsulfanyl)-4-(phenylamino)pyridine-3-carboxylic acid